6-chloro-N-(2,2-difluoroethyl)-N-(4-methoxybenzyl)imidazo[1,2-b]pyridazin-8-amine ClC=1C=C(C=2N(N1)C=CN2)N(CC2=CC=C(C=C2)OC)CC(F)F